CCCCCCCCCCCCCC[C@H]([C@H]([C@H](CO[C@@H]1[C@@H]([C@H]([C@H]([C@H](O1)CO)O)O)O)NC(=O)CCCCCCCC2=CC=C(C=C2)C(F)(F)F)O)O The molecule is a glycophytoceramide having an alpha-D-galactopyranosyl residue at the O-1 position and an 8-[(4-trifluoromethyl)phenyl]octanoyl group attached to the nitrogen. It is a glycophytoceramide and an alpha-D-galactose.